C1(=CC=CC2=CC=CC=C12)NC=1C(C(=O)O)=CC=CC1 N-(1-naphthyl)anthranilic acid